7-hydroxy-8-(4-hydroxyethyl-1-piperazinylmethyl)-3-acetylcoumarin oxime OC1=CC=C2C=C(C(OC2=C1CN1CCN(CC1)CCO)=NO)C(C)=O